FC=1C=CC(=NC1)NC1(CC1)C(F)(F)F 5-fluoro-N-(1-(trifluoromethyl)cyclopropyl)pyridin-2-amine